(2r,4r)-4-hydroxy-1,2-pyrrolidinedicarboxylic acid tert-butyl ester C(C)(C)(C)OC(=O)N1[C@H](C[C@H](C1)O)C(=O)O